benzyl 4-[[6-(3,8-diazabicyclo[3.2.1]octan-8-yl)-2-pyridyl]methyl]piperazine-1-carboxylate C12CNCC(CC1)N2C2=CC=CC(=N2)CN2CCN(CC2)C(=O)OCC2=CC=CC=C2